ClC1=CC(=C2CNCC2=C1)[C@H]1N(CCC1)C(=O)[O-] (S)-2-(6-chloroisoindoline-4-yl)pyrrolidine-1-carboxylate